2-amino-5-chloro-1-(4-fluoro-3-methoxy-2,6-dimethyl-phenyl)pyrrolo[2,3-b]pyridine-3-carbonitrile NC1=C(C=2C(=NC=C(C2)Cl)N1C1=C(C(=C(C=C1C)F)OC)C)C#N